(3s,5s)-3,5-dimethylmorpholine C[C@@H]1N[C@H](COC1)C